3-(1-(Cyclopropylmethyl)-4-oxocyclohexyl)propyl acetate C(C)(=O)OCCCC1(CCC(CC1)=O)CC1CC1